propynyl (2-iodo)phenyl ether IC1=C(C=CC=C1)OC#CC